CC(C(=O)OCO[C@@H]1[C@H](O[C@@]([C@@H]1O)(C#N)C1=CC=C2C(=NC=NN21)N)COC(CC)=O)(C)C {[(2R,3S,4R,5R)-5-{4-aminopyrrolo[2,1-f][1,2,4]triazin-7-yl}-5-cyano-4-hydroxy-2-[(propanoyloxy)methyl]oxolan-3-yl]oxy}methyl 2,2-dimethylpropanoate